O=C1N(C(C=C1C1=C(C#N)C=CC=C1)=O)CC1CCOCC1 2-(2,5-dioxo-1-((tetrahydro-2H-pyran-4-yl)methyl)-2,5-dihydro-1H-pyrrol-3-yl)benzonitrile